1-(5-fluoro-1,3-dihydro-2H-isoindol-2-yl)-2-[(2-fluorophenyl)sulfonyl]ethanone FC=1C=C2CN(CC2=CC1)C(CS(=O)(=O)C1=C(C=CC=C1)F)=O